C(C)(C)(C)OC(=O)N1CC(C(CC1)(O)CN1C(C=C(C(=C1)C(N(C)C(C)C)=O)Cl)=O)(C)C 4-((4-chloro-5-(isopropyl-(methyl)carbamoyl)-2-oxopyridin-1(2H)-yl)methyl)-4-hydroxy-3,3-dimethylpiperidine-1-carboxylic acid tert-butyl ester